N-[4-(2-chlorophenyl)thiazol-2-yl]-4-morpholino-piperidine-1-carboxamide ClC1=C(C=CC=C1)C=1N=C(SC1)NC(=O)N1CCC(CC1)N1CCOCC1